distearyl dodecandioate C(CCCCCCCCCCC(=O)OCCCCCCCCCCCCCCCCCC)(=O)OCCCCCCCCCCCCCCCCCC